BrC1=CNC2=CN=C(C=C21)N2CCC(CC2)NC(OC(C)(C)C)=O tert-butyl (1-(3-bromo-1H-pyrrolo[2,3-c]pyridin-5-yl)piperidin-4-yl)carbamate